FC=1C=C2CCCN(C2=C(C1)F)C1=C2CC(C(C2=C(C=C1)S(=O)(=O)C)O)(F)F 4-(6,8-difluoro-1,2,3,4-tetrahydroquinolin-1-yl)-2,2-difluoro-7-methanesulfonyl-2,3-dihydro-1H-inden-1-ol